FC1=C(OC2=C(C=C(C=C2)NS(=O)(=O)CC)C=2C3=C(C(N(C2)C)=O)C=C(S3)C(=O)O)C=CC(=C1)F 7-(2-(2,4-difluorophenoxy)-5-(ethylsulfonamido)phenyl)-5-methyl-4-oxo-4,5-dihydrothieno[3,2-c]pyridine-2-carboxylic acid